4-(2-(methylsulfonamido) pyrimidin-4-yl)piperidine-1-carboxylate CS(=O)(=O)NC1=NC=CC(=N1)C1CCN(CC1)C(=O)[O-]